1-(3-bromo-5-chlorophenyl)-3-(5-fluoro-2-hydrazinocarbonylphenyl)-urea BrC=1C=C(C=C(C1)Cl)NC(=O)NC1=C(C=CC(=C1)F)C(=O)NN